dodeca-2E,4Z-dien-8,10-diynoic acid isobutylamide C(C(C)C)NC(\C=C\C=C/CCC#CC#CC)=O